CN(C1(CCC2(CN(C(N2CC2(CCC2)O)=O)CC2=C(C#N)C=CC=C2)CC1)C1=CC=CC=C1)C cis-2-((8-(dimethylamino)-1-((1-hydroxycyclobutyl)methyl)-2-oxo-8-phenyl-1,3-diazaspiro[4.5]decan-3-yl)methyl)benzonitrile